C(C(=C)C)(=O)OCCCCN=C=O 2-(2-methacryloyloxyethyl)ethyl isocyanate